ClC=1C(=CC(=C(OCC(=O)N(C)C)C1)F)CC1=C(C(=C(C=C1)O)C(C)C)F 2-(5-chloro-2-fluoro-4-(2-fluoro-4-hydroxy-3-isopropylbenzyl)phenoxy)-N,N-dimethylacetamide